5-((6-chloroimidazo[1,2-b]pyridazin-8-yl)oxy)-4,4-difluoro-N-(2,2,2-trifluoroethyl)pentanamide ClC=1C=C(C=2N(N1)C=CN2)OCC(CCC(=O)NCC(F)(F)F)(F)F